1-(1-(3,4-Dimethoxyphenyl)cyclopropyl)-N-methylmethanimine COC=1C=C(C=CC1OC)C1(CC1)C=NC